1-Pyrrolidin-3-yl-1H-[1,2,3]triazole-4-carboxylic acid {2-oxo-2-[4-(3-trifluoromethyl-phenoxy)-piperidin-1-yl]-ethyl}-amide O=C(CNC(=O)C=1N=NN(C1)C1CNCC1)N1CCC(CC1)OC1=CC(=CC=C1)C(F)(F)F